N1N=CC=2NC=NC21 1,4-dihydropyrazolo[4,3-d]imidazole